((1-formylcyclopropyl)methyl)ethanethiol C(=O)C1(CC1)CC(C)S